ClC1=CC=C(C=C1)[C@@]1(N(C(C2=CC(=CC(=C12)F)[C@@](CC)(O)C1(CCOCC1)F)=O)CC1=NC=C(C=N1)Cl)OCCO (3R)-3-(4-chlorophenyl)-2-[(5-chloropyrimidin-2-yl)methyl]-4-fluoro-6-[(1R)-1-(4-fluorooxan-4-yl)-1-hydroxypropyl]-3-(2-hydroxyethoxy)-2,3-dihydro-1H-isoindol-1-one